C1(CC1)C(C(C)C)(CCC(CCCCCCCCCCCC)C)O 3-Cyclopropyl-2,6-dimethyl-octadecan-3-ol